trans-[4-[(5-fluoro-2-methyl-3-pyridyl)methyl]cyclohexyl]-[(3S)-3-pyrazin-2-ylisoxazolidin-2-yl]methanone FC=1C=C(C(=NC1)C)C[C@@H]1CC[C@H](CC1)C(=O)N1OCC[C@H]1C1=NC=CN=C1